tert-butyl (exo)-3-[(6-iodopyridazin-3-yl)(methyl)amino]-8-azabicyclo[3.2.1]octane-8-carboxylate IC1=CC=C(N=N1)N(C1CC2CCC(C1)N2C(=O)OC(C)(C)C)C